C(C=1C(C(=O)[O-])=CC=CC1)(=O)OCCCCCCCC Monooctyl phthalate